3-{2-amino-[1,2,4]triazolo[1,5-a]pyridin-7-yl}-N-[3-(4-cyanophenyl)-3-hydroxybutyl]-2-fluoro-6-methylbenzamide NC1=NN2C(C=C(C=C2)C=2C(=C(C(=O)NCCC(C)(O)C3=CC=C(C=C3)C#N)C(=CC2)C)F)=N1